ClC1=C(C=C(C=C1)NC(NC1CCC=2NC=3C=CC=C(C3C2C1)C(=O)OC)=O)C(F)(F)F methyl 3-(3-(4-chloro-3-(trifluoromethyl) phenyl) ureido)-2,3,4,9-tetrahydro-1H-carbazole-5-carboxylate